N2-tert-butyl-6-chloro-7-(3-fluorophenyl)-3,4-dihydropyrrolo[1,2-a]pyrazine-2,8(1H)-dicarboxamide C(C)(C)(C)NC(=O)N1CC=2N(CC1)C(=C(C2C(=O)N)C2=CC(=CC=C2)F)Cl